2-((ethoxycarbonyl)(isobutyl)amino)-3-phenylbutyric acid methyl ester COC(C(C(C)C1=CC=CC=C1)N(CC(C)C)C(=O)OCC)=O